COC(CCCC[SiH3])(OC)OC trimethoxypentylsilane